N-{(2S,3R)-2-[(2,3'-difluoro-5'-methyl[1,1'-biphenyl]-3-yl)methyl]-4,4-difluoro-1-[(2S)-oxetane-2-carbonyl]pyrrolidin-3-yl}cyclopropanesulfonamide FC1=C(C=CC=C1C[C@@H]1N(CC([C@@H]1NS(=O)(=O)C1CC1)(F)F)C(=O)[C@H]1OCC1)C1=CC(=CC(=C1)C)F